2,5-bis(trifluoromethyl)-1-bromotoluene FC(C1C(C)(C=C(C=C1)C(F)(F)F)Br)(F)F